(2R,4S)-1-tert-butyl 2-methyl 4-(7-chloro-2H-benzo[b][1,4]oxazin-4(3H)-yl)pyrrolidine-1,2-dicarboxylate ClC=1C=CC2=C(OCCN2[C@H]2C[C@@H](N(C2)C(=O)OC(C)(C)C)C(=O)OC)C1